(1S,3R)-N1-(2-Bromo-5-(trifluoromethyl)pyrazolo[1,5-a]pyrimidin-7-yl)-N3-(pyrazolo[1,5-a]pyrazin-4-yl)cyclohexane-1,3-diamine BrC1=NN2C(N=C(C=C2N[C@@H]2C[C@@H](CCC2)NC=2C=3N(C=CN2)N=CC3)C(F)(F)F)=C1